3-[4-(3,4-dichloro-2-fluoro-anilino)pyrido[3,4-d]pyrimidin-6-yl]pyrrolidine-1-carboxylate ClC=1C(=C(NC=2C3=C(N=CN2)C=NC(=C3)C3CN(CC3)C(=O)[O-])C=CC1Cl)F